tert-butyl 4-methyl-2-(3-(3-(1-methyl-1H-pyrazol-4-yl)benzamido)propanamido)thiazole-5-carboxylate CC=1N=C(SC1C(=O)OC(C)(C)C)NC(CCNC(C1=CC(=CC=C1)C=1C=NN(C1)C)=O)=O